4-(9-Methyl-8-(pyridin-4-yl)-2-(trimethylstannyl)-9H-purin-6-yl)morpholine CN1C2=NC(=NC(=C2N=C1C1=CC=NC=C1)N1CCOCC1)[Sn](C)(C)C